COC(=O)N[C@H]1C[C@@H](CC1)N1C(N(C=2C=NC(=CC21)NC2=NC1=C(C=CC=C1C(=C2)C(=O)O)C(F)(F)F)C([2H])([2H])[2H])=O 2-((1-((1R,3R)-3-((Methoxycarbonyl)amino)cyclopentyl)-3-(methyl-d3)-2-oxo-2,3-dihydro-1H-imidazo[4,5-c]pyridin-6-yl)amino)-8-(trifluoromethyl)quinoline-4-carboxylic acid